CC1=NC(=NC(=C1)C)NC1CN(CC1)C=O (3-((4,6-dimethylpyrimidin-2-yl)amino)pyrrolidin-1-yl)methanone